C(C)(=O)C1=NN(C2=C(C=C(C=C12)C=1C=NC(=NC1)C)C)CC(=O)N1[C@@H]2C[C@@]2(C[C@H]1C(=O)NC(C(=O)O)(CCC1=CC=CC=C1)CCC1=CC=CC=C1)C 2-((1R,3S,5R)-2-(2-(3-acetyl-7-methyl-5-(2-methylpyrimidin-5-yl)-1H-indazol-1-yl)acetyl)-5-methyl-2-azabicyclo[3.1.0]hexane-3-carboxamido)-2-phenethyl-4-phenylbutanoic acid